dimethyl 2,2-dibromomalonate BrC(C(=O)OC)(C(=O)OC)Br